Cl.FC=1C=C2CC[C@@H](C2=CC1F)N (S)-5,6-diFluoro-2,3-dihydro-1H-inden-1-amine hydrochloride